3-(4-(3-chloro-4-((3,5-difluoropyridin-2-yl)methoxy)-5',6-dimethyl-2-carbonyl-2H-[1,4'-bipyridin]-2'-yl)thiazol-2-yl)-3-methylbutanonitrile ClC=1C(N(C(=CC1OCC1=NC=C(C=C1F)F)C)C1=CC(=NC=C1C)C=1N=C(SC1)C(CC#N)(C)C)=C=O